5-(3-Benzoylaminopropoxy)-4-methoxy-2-nitrobenzoic acid methyl ester COC(C1=C(C=C(C(=C1)OCCCNC(C1=CC=CC=C1)=O)OC)[N+](=O)[O-])=O